C(C)(C)(C)OC(=O)C1(COC1)O\N=C(/C(=O)ON1C(CCC1=O)=O)\C=1N=C(SC1)NC(=O)OC(C)(C)C.C(C1=CC=CC=C1)(=O)[C-]1C=CC=C1.[C-]1(C=CC=C1)C(C1=CC=CC=C1)=O.[Fe+2] 1,1'-dibenzoyl-ferrocene tert-butyl-3-{[(Z)-(1-{2-[(tert-butoxycarbonyl)amino]-1,3-thiazol-4-yl}-2-[(2,5-dioxopyrrolidin-1-yl)oxy]-2-oxoethylidene)amino]oxy}oxetane-3-carboxylate